C1(CCCCC1)NNCCC[Si](OCCC)(OCCC)OCCC 3-(N-cyclohexylaminoamino)propyl-tripropoxysilane